NC1=NC=2C=CC(=CC2C2=C1C=NN2C)C(=O)N(CC2=NC=C(C=C2)C(F)(F)F)N2C(COCC2)=O 4-amino-1-methyl-N-(3-oxomorpholin-4-yl)-N-[[5-(trifluoromethyl)-2-pyridyl]methyl]pyrazolo[4,3-c]quinoline-8-carboxamide